2,3,4,5-tetrafluoro-N-(3-fluoro-4-methoxyphenyl)-6-(fluoromethyl)-N-(4-methoxybenzyl)benzenesulfonamide FC1=C(C(=C(C(=C1F)F)F)CF)S(=O)(=O)N(CC1=CC=C(C=C1)OC)C1=CC(=C(C=C1)OC)F